5-[5-[2,4,6-tris(1-methylethyl)phenyl]-2-pyridinyl]-5H-Benzimidazo[1,2-a]benzimidazole CC(C)C1=C(C(=CC(=C1)C(C)C)C(C)C)C=1C=CC(=NC1)N1C2=C(C=CC=C2)N2C1=NC1=C2C=CC=C1